C(C)(C)(C)O[C@@H]1C[C@H](N(C1)C(=O)C=1NC2=CC=CC(=C2C1)OC)C(=O)N[C@@H](C[C@H]1C(NCC1)=O)C#N (2S,4R)-4-(tert-butoxy)-N-((S)-1-cyano-2-((S)-2-oxopyrrolidin-3-yl)ethyl)-1-(4-methoxy-1H-indole-2-carbonyl)pyrrolidine-2-carboxamide